7-bromo-6-fluoro-3-(6-methoxyisoquinolin-4-yl)quinazoline-2,4(1H,3H)-dione BrC1=C(C=C2C(N(C(NC2=C1)=O)C1=CN=CC2=CC=C(C=C12)OC)=O)F